ClC1=C(C(=CC=C1Cl)O)C1CC2N(C(CN(C2=O)C)=O)CC1 8-(2,3-dichloro-6-hydroxyphenyl)-2-methyl-octahydro-1H-pyrido[1,2-a]pyrazine-1,4-dione